C1(=CC=CC=C1)C=1N(C2=CC=C(C=C2C1C1=CC=CC=C1)C)C(C(=C)C)=O 2,3-diphenyl-5-methyl-N-(methacryloyl)indole